(Z)-2-pentenol C(\C=C/CC)O